C[C@H]1CC[C@H]2[C@@]([C@]3([C@H](C[C@]4([C@@H]5CC[C@H]6[C@]7([C@]5(C[C@]4([C@@H]3CN2C1)O)O[C@@]6([C@H](CC7)O)O)C)O)O)O)(C)O The molecule is a cyclic hemiketal that is cevane that has an oxygen bridge from the 4alpha to the 9 position and is substituted by hydroxy groups at the 3beta, 4beta, 12, 14, 16beta, 17, and 20 positions. It has a role as an insecticide. It is a cyclic hemiketal, an alkaloid, a heptol, a tertiary amino compound, a tertiary alcohol and a secondary alcohol. It derives from a hydride of a cevane.